NC=1C(=NC2=CC=CC=C2C1C1=C(C(=CC=C1C)OC)C)C(=O)OCC ethyl 3-amino-4-(3-methoxy-2,6-dimethylphenyl)quinoline-2-carboxylate